OC=1C2=C(N(C(C1)=O)C(C)C)OS(C=C2)(=O)=O 5-hydroxy-8-(propan-2-yl)-2H-2λ6-[1,2]oxathiino[6,5-b]pyridine-2,2,7(8H)-trione